2-[5-(Piperidin-4-yl)[1,3]thiazolo[5,4-d][1,3]thiazol-2-yl]-5-(1H-pyrazol-4-yl)phenol N1CCC(CC1)C=1SC2=C(N1)SC(=N2)C2=C(C=C(C=C2)C=2C=NNC2)O